[N+](=O)([O-])C1=CC=C2CCN(C2=C1)C(CCCCCC(=O)C1=CC=C(C=C1)NC(=O)N)=O 1-(4-(7-(6-nitroindolin-1-yl)-7-oxoheptanoyl)phenyl)urea